Bis-(2-methylallyl)cycloocta-1,5-dienylruthenium CC(C[Ru](C1=CCCC=CCC1)CC(=C)C)=C